(S)-1-(2-(1-(4-(2-fluoro-3-methoxyphenoxy)phenyl)-5,8-dimethylimidazo[1,5-a]pyrazin-3-yl)piperidin-1-yl)prop-2-en-1-one FC1=C(OC2=CC=C(C=C2)C=2N=C(N3C2C(=NC=C3C)C)[C@H]3N(CCCC3)C(C=C)=O)C=CC=C1OC